tert-butyl N-(3-iodo-6,7-dihydro-5H-thieno[3,2-b]pyran-6-yl)carbamate IC1=CSC2=C1OCC(C2)NC(OC(C)(C)C)=O